(E)-5-(((tert-Butyldimethylsilyl)oxy)methyl)thiazole-2-carbaldehyde oxime [Si](C)(C)(C(C)(C)C)OCC1=CN=C(S1)/C=N/O